C(C)(C)(C)OC(=O)N[C@@H]1CC[C@H](CC1)[C@@]1(OC2=C(O1)C(=CC(=C2C)C(=O)[O-])Cl)C.C2(=CC=CC=C2)[C@H](C)[NH3+] (1S)-1-phenylethanaminium (2R)-2-{trans-4-[(tert-butoxycarbonyl)amino]cyclohexyl}-7-chloro-2,4-dimethyl-1,3-benzodioxole-5-carboxylate